BrC1=CC(=NC=C1)N(C)C 4-Bromo-2-(dimethylamino)pyridine